COC(=O)C=1C=C(C=C(C1)C)C1=NC=CC(=C1)C1CN(CC1)C(=O)OC(C)(C)C tert-butyl 3-(2-(3-(methoxycarbonyl)-5-methylphenyl)pyridin-4-yl)pyrrolidine-1-carboxylate